BrCCOC1=C(C(=C2C(C(=COC2=C1)C1=CC(=C(C=C1)OC)OC)=O)O)OC 7-(2-bromoethoxy)-3-(3,4-dimethoxyphenyl)-5-hydroxy-6-methoxy-4H-chromen-4-one